t-butyl 5-(p-toluenesulfonyloxy)-3,6-dihydropyridine-1(2H)-carboxylate CC1=CC=C(C=C1)S(=O)(=O)OC1=CCCN(C1)C(=O)OC(C)(C)C